(3R,4R,5R,6R)-4,5-dihydroxy-6-(hydroxymethyl)tetrahydro-2H-pyran-3-carboxamide O[C@@H]1[C@@H](CO[C@@H]([C@@H]1O)CO)C(=O)N